ClC1=CC(OC2=CC=3N(C4=CC=CC=C4SC3C=C21)CC)=O 4-chloro-11-ethylpyrano[2,3-b]phenothiazin-2(11H)-one